The molecule is an alkaloid, a methyl ester and an organic heteropentacyclic compound. It has a role as a metabolite. CCOC(=O)O[C@H](C)[C@H]1CN2CC[C@@]34[C@@H]2C[C@@H]1C(=C3NC5=CC=CC=C45)C(=O)OC